2-(3-fluoro-5-methoxyphenyl)-7-[(3S)-3-methylpiperazin-1-yl]-4H-pyrido[1,2-a]pyrimidin FC=1C=C(C=C(C1)OC)C=1N=C2N(CC1)C=C(C=C2)N2C[C@@H](NCC2)C